N-(3-aminopropyl)-N,N'-dimethylethylenediamine NCCCN(CCNC)C